3-(methyl-d3)-1,2,4-thiadiazol-5-amine C(C1=NSC(=N1)N)([2H])([2H])[2H]